(6R,8S)-N-(4-amino-6-methyl-5-(quinolin-3-yl)-6,7,8,9-tetrahydro-[1,2,4]triazino[1,6-a]indol-8-yl)acrylamide NC1=NC=NN2C1=C(C=1[C@@H](C[C@@H](CC21)NC(C=C)=O)C)C=2C=NC1=CC=CC=C1C2